(chlorocarbonyl)cyclohexane-1-carboxylate ClC(=O)C1(CCCCC1)C(=O)[O-]